3,4-difluoro-N-(1-(1-((R)-4-(hydroxyamino)-4-oxo-1-(5,6,7,8-tetrahydronaphthalen-2-yl)butan-2-yl)-1H-1,2,3-triazol-4-yl)ethyl)benzamide FC=1C=C(C(=O)NC(C)C=2N=NN(C2)[C@H](CC2=CC=3CCCCC3C=C2)CC(=O)NO)C=CC1F